COC=1C=C(C=CC1OC)C1=CC=NC=2N1N=C(C2)C(=O)NC=2C=C1C=CN(C1=CC2)C 7-(3,4-dimethoxyphenyl)-N-(1-methyl-1H-indol-5-yl)pyrazolo[1,5-a]pyrimidine-2-carboxamide